5-Chloro-N2-[3-(ethoxymethyl)benzyl]-N4-(trifluorobenzyl)pyrimidine-2,4-diamine ClC=1C(=NC(=NC1)NCC1=CC(=CC=C1)COCC)NC(C1=C(C=CC=C1)F)(F)F